N,N-bis[2-hydroxy-5-(carboxyethyl)benzyl]ethylenediamine OC1=C(CN(CCN)CC2=C(C=CC(=C2)CCC(=O)O)O)C=C(C=C1)CCC(=O)O